N1NC(C(C(C1)=O)=O)=O diazinantrione